Methyl 2-((S)-1-(8-fluoro-2-(((2R,7aS)-2-fluorotetrahydro-1H-pyrrolizin-7a(5H)-yl)methoxy)-7-(tributylstannyl)pyrido[4,3-d]pyrimidin-4-yl)piperidin-3-yl)acetate FC1=C(N=CC2=C1N=C(N=C2N2C[C@@H](CCC2)CC(=O)OC)OC[C@]21CCCN1C[C@@H](C2)F)[Sn](CCCC)(CCCC)CCCC